ClC1(C=C(N=C(N1)C1=CC(=CC=C1)C1=NN(C=C1)C)NCC=1C=NC=CC1)OC 6-chloro-6-methoxy-2-(3-(1-methyl-1H-pyrazol-3-yl)phenyl)-N-(pyridin-3-ylmethyl)pyrimidin-4-amine